5-(2-(2-fluorophenyl)-3,4,6,7-tetrahydro-5H-imidazo[4,5-c]pyridin-5-yl)-2-methyl-4,5,6,7-tetrahydrobenzo[d]thiazole FC1=C(C=CC=C1)C1=NC2=C(CN(CC2)C2CCC3=C(N=C(S3)C)C2)N1